C(=O)O.C(=O)O.CN1N=CC(=C1)C1=CC2=C(N[C@H](CN2)[C@@H](C2=CC=CC=C2)NCCC2=CC=C(C#N)C=C2)N=C1 4-(2-(((R)-((R)-7-(1-methyl-1H-pyrazol-4-yl)-1,2,3,4-tetrahydropyrido[2,3-b]pyrazin-3-yl)(phenyl)methyl)amino)ethyl)benzonitrile diformate